1-(5-((4-(5,6-dichloropyrimidin-4-yl)piperazin-1-yl)methyl)-1-oxoisoindolin-2-yl)dihydropyrimidine-2,4(1H,3H)-dione ClC=1C(=NC=NC1Cl)N1CCN(CC1)CC=1C=C2CN(C(C2=CC1)=O)N1C(NC(CC1)=O)=O